C1(=CC=CC2=CC=CC=C12)C[15N]=C(C1=CC=CC=C1)C1=CC=CC=C1 N-(naphthalen-1-ylmethyl)-1,1-diphenylmethanimine-15N